NC(CC(=O)O)C(NC(C(=O)OC)COC(C(C)(C)C)=O)=O 3-Amino-3-({3-[(2,2-dimethylpropanoyl)oxy]-1-methoxy-1-oxopropan-2-yl}carbamoyl)propanoic acid